((3aR,6aS)-5-((2S,3R,4R,5R)-2,3,4,5,6-pentahydroxyhexyl)hexahydropyrrolo[3,4-c]pyrrol-2(1H)-yl)ethan-1-one O[C@@H](CN1C[C@@H]2[C@H](C1)CN(C2)C(C)=O)[C@H]([C@@H]([C@@H](CO)O)O)O